4-hydroxy-1H-1,7-naphthyridin-2-one OC1=CC(NC2=CN=CC=C12)=O